COC1=CC=C(C=C1)C1=CC1 1-(p-methoxyphenyl)cyclopropaneN